FC(C(=O)O)(F)F.C1(CCC1)N cyclobutanamine 2,2,2-trifluoroacetate